6-(1-methyl-1H-pyrazol-3-yl)-4-((6-(1-methyl-1H-pyrazol-4-yl)pyridin-3-yl)methyl)-N-(tetrahydro-2H-pyran-4-yl)picolinamide CN1N=C(C=C1)C1=CC(=CC(=N1)C(=O)NC1CCOCC1)CC=1C=NC(=CC1)C=1C=NN(C1)C